NC1=C2C(=NC=N1)N(N=C2C2=CC=C(C=C2)CNC(C2=C(C=CC(=C2)F)OC)=O)C2CC(CCCC2)N(C(=O)N2N=CN=C2)C N-(3-(4-amino-3-(4-((5-fluoro-2-methoxybenzamido)methyl)phenyl)-1H-pyrazolo[3,4-d]pyrimidin-1-yl)cycloheptyl)-N-methyl-1H-1,2,4-triazole-1-carboxamide